NC1=NC=C2C=C(C=3N(C2=C1)C=CN3)C=3C(=CC(=NC3)C(CC)=O)C 1-(5-{8-aminoimidazo[1,2-a]1,6-naphthyridin-4-yl}-4-methylpyridin-2-yl)propan-1-one